(2S,4S)-2-amino-4-methylpentanedioic acid N[C@H](C(=O)O)C[C@@H](C(=O)O)C